COC(=O)C=1C=CC=2N(C1)C(=C(N2)CN2CCC(=CC2)C2=NC(=CC=C2)OCC2=C(C=C(C=C2)Cl)F)CC=2N=COC2 2-[[4-[6-[(4-chloro-2-fluoro-phenyl)methoxy]-2-pyridinyl]-3,6-dihydro-2H-pyridin-1-yl]methyl]-3-(oxazol-4-ylmethyl)imidazo[1,2-a]pyridine-6-carboxylic acid methyl ester